2-(1-hydroxy-2,2-diphenylethyl)-6-methylpiperidine-1-carboxylic acid tert-butyl ester C(C)(C)(C)OC(=O)N1C(CCCC1C)C(C(C1=CC=CC=C1)C1=CC=CC=C1)O